N=1C=NN2C=NC(=CC21)OC2=C(C=C(N)C=C2)C 4-([1,2,4]triazolo[1,5-c]pyrimidin-7-yloxy)-3-methylaniline